FCCN1N=NC(=C1)CN(C=1C=NC=NC1)C1=C(C#N)C=CC=C1 (((1-(2-fluoroethyl)-1H-1,2,3-triazol-4-yl)methyl)(pyrimidin-5-yl)amino)benzonitrile